1'-Benzylspiro[chromane-4,3'-piperidine] C(C1=CC=CC=C1)N1CC2(CCC1)CCOC1=CC=CC=C12